C(=O)(OC(C)(C)C)C(C1=CC=C(S1)B(O)O)N 5-(BOC-AMINOMETHYL)THIOPHENE-2-BORONIC ACID